1-(tert-butyldimethylsilyloxy)-2-propanone [Si](C)(C)(C(C)(C)C)OCC(C)=O